4-[[2-[6-[3-(3,3-difluorocyclobutyl)-1H-1,2,4-triazol-5-yl]-2-azaspiro[3.3]heptane-2-carbonyl]-2-azaspiro[3.3]heptan-6-yl]methyl]-2-(trifluoromethyl)benzonitrile FC1(CC(C1)C1=NNC(=N1)C1CC2(CN(C2)C(=O)N2CC3(C2)CC(C3)CC3=CC(=C(C#N)C=C3)C(F)(F)F)C1)F